({5-[(1S,3R)-3-hydroxycyclopentyl]-2-(2-methylpropan-2-yl)pyrazol-3-yl}amino)-4-methyl-3-oxo-3,4-dihydro-2H-1λ6-benzo[2,1-e][1,2,4]thiadiazine-1,1-dione O[C@H]1C[C@H](CC1)C=1C=C(N(N1)C(C)(C)C)NN1S(C2=C(N(C1=O)C)C=CC=C2)(=O)=O